3-[5-benzyloxy-1-(4-fluoro-3-methyl-phenyl)-2-isopropyl-indol-3-yl]cyclobutanecarbohydrazide C(C1=CC=CC=C1)OC=1C=C2C(=C(N(C2=CC1)C1=CC(=C(C=C1)F)C)C(C)C)C1CC(C1)C(=O)NN